BrC1=CC2=C(N(C3=C(O2)C=C(C(=C3)C)Br)CCCCl)N=C1 3,7-dibromo-10-(3-chloropropyl)-8-methyl-10H-benzo[b]pyrido[2,3-e][1,4]oxazine